4-fluorobenzotriazole FC1=CC=CC=2NN=NC21